C1(CCCC1)OC1=CC=C(CN2C=CC3=C(C=CC(=C23)C(=O)NC2CC3(CCC3)C2)F)C=C1 6-(1-(4-(cyclopentyloxy)benzyl)-4-fluoro-1H-indole-7-carboxamido)spiro[3.3]heptane